C(C)(C)[C@H]1COCCN1C=1C(NC=C2C1N=C(N=C2)C)=O 8-((S)-3-isopropylmorpholino)-2-methylpyrido[4,3-d]pyrimidin-7(6H)-one